O=C1NC(CC[C@H]1N1CC2=CC=C(C=C2C1=O)OC1CC(C1)NC(OC(C)(C)C)=O)=O tert-butyl ((1r,3r)-3-((2-(2,6-dioxopiperidin-3-yl)-3-oxoisoindolin-5-yl)oxy)cyclobutyl)carbamate